FCCCN1C[C@H](CC1)OC1=CC=C(C=C1)C1=C(CCCC2=C1C=C(C=C2)O)C2=CC=C(C=C2)O 5-[4-[(3S)-1-(3-fluoropropyl)pyrrolidin-3-yl]oxyphenyl]-6-(4-hydroxy-phenyl)-8,9-dihydro-7H-benzo[7]annulen-3-ol